COC(C1=C(C=CC(=C1)Cl)OC1=NC=C(C=C1)C1CNC1)=O 2-[[5-(azetidin-3-yl)-2-pyridinyl]oxy]-5-chloro-benzoic acid methyl ester